8-[1-[1-(triphenylmethyl)imidazol-4-yl]ethyl]-3,4-dihydro-2H-1-benzopyran-4-ol C1(=CC=CC=C1)C(N1C=NC(=C1)C(C)C1=CC=CC=2C(CCOC21)O)(C2=CC=CC=C2)C2=CC=CC=C2